NC1=CC=C(C=C1)C1=CC=CC=C1 (4-aminophenyl)benzene